N,2-dimethoxy-N,2-dimethylpropanamide CON(C(C(C)(C)OC)=O)C